5-(3-cyclohexyl-3-pentyloxycarbonyl-methyl-oxy-carbonyl)-7-oxo-bicyclo[2.2.1]Hept-2-ene C1(CCCCC1)C(CC)(CC)OC(=O)COC(=O)C1C2C=CC(C1)C2=O